5-(2-furyl)-3-(trifluoromethyl)-1H-pyrazole O1C(=CC=C1)C1=CC(=NN1)C(F)(F)F